FC1=C(C(=O)O)C=CC(=C1)SCC1=CC=C(C=C1)OC 2-fluoro-4-[(4-methyl-Oxyphenyl)methylsulfanyl]benzoic acid